3-(2-amino-4-(2-fluoro-4-(2-(4-fluorophenyl)-3-oxo-2,3-dihydropyridazine-4-carboxamido)phenoxy)pyridine-3-yl)piperazine-1-carboxylate NC1=NC=CC(=C1C1CN(CCN1)C(=O)[O-])OC1=C(C=C(C=C1)NC(=O)C=1C(N(N=CC1)C1=CC=C(C=C1)F)=O)F